CC(C=O)(C)OC1CCN(CC1)C 2-methyl-2-(1-methylpiperidin-4-yloxy)propan-1-one